FC1=C(C(=C(C2=C(C(=C(C(=C12)F)F)F)F)F)F)[B-](C1=C(C2=C(C(=C(C(=C2C(=C1F)F)F)F)F)F)F)(C1=C(C2=C(C(=C(C(=C2C(=C1F)F)F)F)F)F)F)C1=C(C2=C(C(=C(C(=C2C(=C1F)F)F)F)F)F)F.C[NH+](C1=CC=C(C=C1)CCCCCCCCCCCCCCCCCCC)CCCCCCCCCCCCCCCCCC N-methyl-4-nonadecyl-N-octadecylanilinium tetrakis(perfluoronaphthalen-2-yl)borate